O[C@@H]1CC[C@H](CC1)NC(=O)C=1C=NC=NC1 N-(trans-4-hydroxycyclohexyl)pyrimidine-5-formamide